CN1C(C(C=2C3=C(C=CC12)C=CC=C3)=O)(C(=O)OC)C=C=C Methyl 3-methyl-1-oxo-2-(propa-1,2-dien-1-yl)-2,3-dihydro-1H-benzo[e]indole-2-carboxylate